2,2'-((3-(3-((2-ethylhexyl)oxy)-5-pentadecylphenoxy)-2-hydroxypropyl)azanediyl)diethanol C(C)C(COC=1C=C(OCC(CN(CCO)CCO)O)C=C(C1)CCCCCCCCCCCCCCC)CCCC